C(C)N1C=2C3=CN=C(C(O[C@@H](C4=CC(=CC=C4C4=CC(=NN4CC2C=N1)OC)F)C)=C3)N (19R)-3-ethyl-16-fluoro-10-methoxy-19-methyl-20-oxa-3,4,8,9,23-pentaazapentacyclo[19.3.1.02,6.08,12.013,18]pentacosa-1(24),2(6),4,9,11,13,15,17,21(25),22-decaen-22-amine